ClC1=NC=CC2=C1C(=CN2COCC[Si](C)(C)C)C2=CC(=CC=C2)OCC21CC(C2)(C1)C(F)(F)F 4-chloro-3-(3-{[3-(trifluoromethyl)bicyclo[1.1.1]pentan-1-yl]methoxy}phenyl)-1-{[2-(trimethylsilyl)ethoxy]methyl}-1H-pyrrolo[3,2-c]pyridine